ClC1=C(C=CC(=C1)N1C=CC2=CC=CC=C12)NC(C1=CC=CC=C1)=O N-(2-chloro-4-(1H-indol-1-yl)phenyl)benzamide